(R)-N-(4-((3-((1-hydroxypropan-2-yl)amino)-1-(4-methoxybenzyl)-1H-pyrazolo[3,4-b]pyridin-4-yl)oxy)phenyl)-2-oxo-1-phenyl-2,4,5,6-tetrahydro-1H-pyrrolo[1,2-b]pyrazole-3-carboxamide OC[C@@H](C)NC1=NN(C2=NC=CC(=C21)OC2=CC=C(C=C2)NC(=O)C2=C1N(N(C2=O)C2=CC=CC=C2)CCC1)CC1=CC=C(C=C1)OC